FC([C@H](C)N1N=C2N(C(N(CC2=C1)C1CCN(CC1)C1=C(C=CC=C1C)F)=O)CC1=C(C=CC=C1)C(F)(F)F)F 2-((S)-2,2-Difluoro-1-methyl-ethyl)-5-[1-(2-fluoro-6-methyl-phenyl)-piperidin-4-yl]-7-(2-trifluoromethyl-benzyl)-2,4,5,7-tetrahydro-pyrazolo[3,4-d]pyrimidin-6-on